6'-((6-aminopyrimidin-4-yl)amino)-8'-chloro-2'H-spiro[bicyclo[2.2.1]heptane-7,3'-imidazo[1,5-a]pyridine]-1',5'-dione NC1=CC(=NC=N1)NC1=CC(=C2N(C1=O)C1(NC2=O)C2CCC1CC2)Cl